methyl-2-(2-chloro-5-(3,5-dimethyl-2,6-dioxo-4-thioxo-1,3,5-triazin-1-yl)-4-fluorophenoxy)propanoic acid methyl ester COC(C(C)(OC1=C(C=C(C(=C1)N1C(N(C(N(C1=O)C)=S)C)=O)F)Cl)C)=O